tert-butyl 6-(2-fluorophenyl)-8-[(pyridin-4-yl)amino]-2H,3H,4H-pyrido[3,2-b][1,4]oxazine-4-carboxylate FC1=C(C=CC=C1)C=1C=C(C=2OCCN(C2N1)C(=O)OC(C)(C)C)NC1=CC=NC=C1